5-Chloro-N-(3-(3,3-dimethylbutyl)-3-azaspiro[5.5]undecan-9-yl)-1-ethyl-3-(6-methylpyridin-2-yl)-1H-pyrazole-4-carboxamide ClC1=C(C(=NN1CC)C1=NC(=CC=C1)C)C(=O)NC1CCC2(CCN(CC2)CCC(C)(C)C)CC1